ClC=1C=NC(=NC1)CN1C(C2=CC(=CC(=C2C1O[C@@H]1COCC1)F)C(CN1CCNCC1)(CC)O)=O (5-chloropyrimidin-2-yl)methyl-4-fluoro-6-[2-hydroxy-1-(piperazin-1-yl)butan-2-yl]-3-[(3S)-oxolan-3-yloxy]-2,3-dihydro-1H-isoindol-1-one